FC1=CC=C(C=C1)[C@@H]1N(CCC2=CC=CC=C12)C(=O)N1C[C@H](OCC1)CNC ((S)-1-(4-fluorophenyl)-3,4-dihydroisoquinolin-2(1H)-yl)((R)-2-((methylamino)methyl)morpholino)methanone